C1(CCCCC1)NC(=S)C1[C@H]2CN(C[C@@H]12)C(=O)O (1R,5S,6r)-6-(Cyclohexylthiocarbamoyl)-3-azabicyclo[3.1.0]Hexane-3-carboxylic acid